C(CCCCCCCCCCCCCCC)(=O)OC(CO)CO 1,3-dihydroxyprop-2-yl hexadecanoate